C1(=CC=CC2=CC=CC=C12)C(C)C1=C(C(=O)NN)C=CC=C1 (1-(naphthalen-1-yl)ethyl)benzohydrazide